ClC1=C(C=C2C(C(=CN(C2=N1)C(C)C)C(=O)O)=O)F 7-chloro-6-fluoro-4-oxo-1-(prop-2-yl)-1,4-dihydro-1,8-naphthyridine-3-carboxylic acid